[NH3+]P([O-])([O-])=O ammoniophosphonate